5-((3-(5-Chloro-6-isopropoxypyridin-3-yl)-5-(4-cyclopentyl-1H-1,2,3-triazol-1-yl)benzyl)oxy)-2-hydroxybenzoic acid ClC=1C=C(C=NC1OC(C)C)C=1C=C(COC=2C=CC(=C(C(=O)O)C2)O)C=C(C1)N1N=NC(=C1)C1CCCC1